1-(3-Chloropyridin-2-yl)-N-[4-cyano-2-methyl-6-(methylcarbamoyl)phenyl]-3-{[5-(trifluoromethyl)-1H-tetrazol-1-yl]methyl}-1H-pyrazole-5-carboxamide ClC=1C(=NC=CC1)N1N=C(C=C1C(=O)NC1=C(C=C(C=C1C(NC)=O)C#N)C)CN1N=NN=C1C(F)(F)F